S1C=C(C=C1)C(C)O 1-(thiophene-3-yl)ethanol